S(=O)(=O)([O-])[O-].[Al+3].O.S(=O)(=O)([O-])[O-].S(=O)(=O)([O-])[O-].[Al+3] water aluminum sulfate